tert-butyl (S)-5-allyl-3-benzoyl-5-(2-chloroallyl)-4-oxotetrahydropyrimidine-1(2H)-carboxylate C(C=C)[C@]1(C(N(CN(C1)C(=O)OC(C)(C)C)C(C1=CC=CC=C1)=O)=O)CC(=C)Cl